FC(CN1C(=NC2=C1C=C(C=C2)C=2C(=CN1N=C(N=C(C12)OC([2H])([2H])[2H])N[C@@H]1[C@@H](CN(CC1)C(C)=O)F)F)C)F 1-((3R,4S)-4-((5-(1-(2,2-difluoroethyl)-2-methyl-1H-benzo[d]imidazol-6-yl)-6-fluoro-4-(methoxy-d3)pyrrolo[2,1-f][1,2,4]triazin-2-yl)amino)-3-fluoropiperidin-1-yl)ethan-1-one